3-amino-1-(methylsulfonyl)azetidine-3-carboxylic acid methyl ester COC(=O)C1(CN(C1)S(=O)(=O)C)N